(E)-2-(4'-chloro-6-(2-methoxyvinyl)-3'-nitro-[1,1'-biphenyl]-3-yl)-2-methylpropaneNitrile ClC1=C(C=C(C=C1)C1=CC(=CC=C1\C=C\OC)C(C#N)(C)C)[N+](=O)[O-]